FC(C=1C=C(SC1C)C1=NC(=NC=C1C(F)(F)F)NC1CCN(CC1)S(=O)(=O)C=1C=NN(C1)C)F 4-(4-(difluoromethyl)-5-methylthiophen-2-yl)-N-(1-((1-methyl-1H-pyrazol-4-yl)sulfonyl)-piperidin-4-yl)-5-(trifluoromethyl)pyrimidin-2-amine